2-Chloro-9,9-dimethyl-6-(piperazin-1-ylmethyl)-9,10-dihydroacridine ClC1=CC=2C(C3=CC=C(C=C3NC2C=C1)CN1CCNCC1)(C)C